CC1=C(C=CC(=C1C)[N+](=O)[O-])O 2,3-dimethyl-4-nitro-phenol